N-[(1-indolin-4-ylazetidin-3-yl)methyl]-N-methyl-carbamic acid tert-butyl ester C(C)(C)(C)OC(N(C)CC1CN(C1)C1=C2CCNC2=CC=C1)=O